P(=O)(O)(O)O.C1(=CC=CC=C1)[SiH](C)C.C1(=CC=CC=C1)[SiH](C)C.C1(=CC=CC=C1)[SiH](C)C tris(phenyldimethylsilane) phosphate